C(C=C)(=O)N1C[C@@H](N(CC1)C1=NC(N2C3=C(C(=C(C=C13)Cl)C1=C(C=C(C(=C1)Cl)F)F)SC[C@@H]2CC2CCN(CC2)C2COC2)=O)C (3S)-7-((S)-4-acryloyl-2-methylpiperazin-1-yl)-9-chloro-10-(5-chloro-2,4-difluorophenyl)-3-((1-(oxetan-3-yl)piperidin-4-yl)methyl)-2H-[1,4]thiazino[2,3,4-ij]quinazolin-5(3H)-one